CNC=1C2=C(N=C(C1)NC1=CC=C(C=3OCCOC31)S(=O)(=O)N3CCC(CC3)N3CCOCC3)NC=C2C(F)(F)F N4-methyl-N6-(8-((4-morpholinopiperidin-1-yl)sulfonyl)-2,3-dihydrobenzo[b][1,4]dioxin-5-yl)-3-(trifluoromethyl)-1H-pyrrolo[2,3-b]pyridin-4,6-diamine